N-(4-(2-(((2r,5r)-5-aminooctahydro-pentalen-2-yl)amino)-8-ethylquinazolin-6-yl)-2-fluorophenyl)-2-chlorobenzene-sulfonamide NC1CC2CC(CC2C1)NC1=NC2=C(C=C(C=C2C=N1)C1=CC(=C(C=C1)NS(=O)(=O)C1=C(C=CC=C1)Cl)F)CC